4-(9-methyl-2-(5-methyl-1H-benzo[d][1,2,3]triazol-1-yl)-8-(pyridin-4-yl)-9H-purin-6-yl)morpholine 2,2,2-trifluoroacetate FC(C(=O)O)(F)F.CN1C2=NC(=NC(=C2N=C1C1=CC=NC=C1)N1CCOCC1)N1N=NC2=C1C=CC(=C2)C